N-α-Fmoc-L-alanine C[C@@H](C(=O)O)NC(=O)OCC1C2=CC=CC=C2C3=CC=CC=C13